C(C)OC=1C=C(C=CC1OC)C(C(=O)Cl)CS(=O)(=O)C 2-(3-ethoxy-4-methoxyphenyl)-3-methylsulfonyl-propionyl chloride